CNC(=O)C1=CSC=2C1=NC(=CC2C(F)(F)F)N2CCC(CC2)C2N(CC2N2C=NC=C2)C(=O)O 1-(3-(methylcarbamoyl)-7-(trifluoromethyl)thieno[3,2-b]pyridin-5-yl)piperidin-4-yl-3-(1H-imidazol-1-yl)azetidine-1-carboxylic acid